4,7-dichloro-6-(4-(1-(2-methoxyethyl)piperidin-4-yl)phenyl)-2H-indazole ClC=1C2=CNN=C2C(=C(C1)C1=CC=C(C=C1)C1CCN(CC1)CCOC)Cl